C(C)(C)(C)OC(=O)N1CC=2N(CC1C)N=CC2 6-methyl-6,7-dihydro-4H-pyrazolo[1,5-a]Pyrazine-5-carboxylic acid tert-butyl ester